C(C=C)(=O)OCCCCCCOC1=CC=C(C(=O)OC2=CC(=C(C=C2)OC(C2=CC=C(C=C2)OCCCCCCOC(C=C)=O)=O)C)C=C1 [3-methyl-4-[4-(6-prop-enoyloxyhexoxy)benzoyl]oxyphenyl] 4-(6-prop-2-enoyloxyhexoxy)benzoate